O1C(CCCC1)N1N=CC2=NC=C(C=C21)CNC(OC(C)(C)C)=O tert-butyl ((1-(tetrahydro-2H-pyran-2-yl)-1H-pyrazolo[4,3-b]pyridin-6-yl)methyl)carbamate